FC[C@@H]1NCCO[C@H]1C(=O)N1[C@H](C2=CC=CC=C2CC1)C1=CC=C(C=C1)F ((2R,3R)-3-(fluoromethyl)morpholin-2-yl)((S)-1-(4-fluorophenyl)-3,4-dihydroisoquinolin-2(1H)-yl)methanone